FC1([C@@H]([C@@H](CN(C1)C1=NC=CC(=N1)NC=1N=CC2=C(C=CC(=C2C1)C(C)C)N1[C@@H]([C@H](C1)CS(=O)(=O)C)C)O)OC)F (3R,4R)-5,5-difluoro-1-[4-({8-[(2R,3S)-3-(methanesulfonylmeth-yl)-2-methylazetidin-1-yl]-5-(propan-2-yl)isoquinolin-3-yl}amino)pyrimidin-2-yl]-4-methoxypiperidin-3-ol